N-(5-(4-(4-((dimethylamino)methyl)-3-phenyl-1H-pyrazol-1-yl)pyrimidin-2-ylamino)-4-methoxy-2-morpholinophenyl)acrylamide mesylate salt S(C)(=O)(=O)O.CN(C)CC=1C(=NN(C1)C1=NC(=NC=C1)NC=1C(=CC(=C(C1)NC(C=C)=O)N1CCOCC1)OC)C1=CC=CC=C1